NC1=NC(=NN1)CC1=NNC(=N1)CC 5-amino-5'-ethyl-3,3'-methylenebis(1H-1,2,4-triazole)